1-benzyl-6-morpholino-3,5-diphenyl-3,5-dihydroimidazo[4,5-c][1,2]thiazin-4(1H)-one 2,2-dioxide C(C1=CC=CC=C1)N1S(C(C(C2=C1N=C(N2C2=CC=CC=C2)N2CCOCC2)=O)C2=CC=CC=C2)(=O)=O